[Cl-].C(=C)N1C(CCC1)=O 1-Vinyl-2-Pyrrolidinone Chloride